OC[C@@H]1[C@@H]2CC[C@H](CN1C(=O)OCC1=CC=CC=C1)N2C(=O)OC(C)(C)C 3-benzyl 8-(tert-butyl) (1S,2S,5R)-2-(hydroxymethyl)-3,8-diazabicyclo[3.2.1]octane-3,8-dicarboxylate